FC1=C(COC2=CC3=C(C(/C(/O3)=C/C3=CN(C4=CC=CC=C34)C)=O)C=C2)C=CC=C1 (2Z)-6-[(2-fluorobenzyl)oxy]-2-[(1-methyl-1H-indol-3-yl)methylene]-1-benzofuran-3(2H)-one